CC=1C=CC2=C(C(=C(O2)C(=O)O)OCC(C)=O)C1 5-methyl-3-(2-oxopropoxy)benzofuran-2-carboxylic acid